2-Methyl-2-(methylthio)propanal CC(C=O)(C)SC